FC=1C=C2CCCC(C2=CC1F)=O 6,7-difluoro-3,4-dihydro-2H-1-naphthalenone